thieno[3,2-d]pyrimidine bismesylate S(C)(=O)(=O)O.S(C)(=O)(=O)O.N1=CN=CC2=C1C=CS2